(S)-1-(methylamino)-3-(4-(4-(1-(pent-3-yl)-1H-pyrazol-4-yl)pyrazolo[1,5-a]pyrazin-6-yl)-1H-pyrazol-1-yl)propan-2-ol CNC[C@@H](CN1N=CC(=C1)C=1N=C(C=2N(C1)N=CC2)C=2C=NN(C2)C(CC)CC)O